(pentamethylcyclopentadienyl)rhodium(II) dichloride CC1=C(C(=C(C1(C)[Rh-](Cl)Cl)C)C)C